(S)-3-(3-fluoro-4-(6-(2-vinyl-2H-tetrazol-5-yl)pyridin-3-yl)phenyl)-5-(1-hydroxy-1-cyclopropylmethyl)oxazolidin-2-one phosphate P(=O)(O)(O)O.FC=1C=C(C=CC1C=1C=NC(=CC1)C=1N=NN(N1)C=C)N1C(O[C@@H](C1)C(C1CC1)O)=O